CC(C)(C)[O-].[Ti+4].CC(C)(C)[O-].CC(C)(C)[O-].CC(C)(C)[O-] titanium(IV) tertiary-butoxide